C1(CC1)[C@@]1(NC(NC1=O)=O)CNC(=O)C=1C(=CC=CC1)C1=CC=C(C=C1)OC(F)F N-{[(4R)-4-cyclopropyl-2,5-dioxoimidazolidin-4-yl]methyl}-4'-(difluoromethoxy)[biphenyl]-2-carboxamide